ethyl 2-amino-4H,6H,7H-thieno[3,2-c]pyran-3-carboxylate NC1=C(C=2COCCC2S1)C(=O)OCC